COC(=O)C=C1N=C2C=CC=CC2=C1 (methoxycarbonylmethylene)indol